COC(=O)C1CC(CC1)C1=NC2=CC=C(C=C2C=C1)CO[Si](C1=CC=CC=C1)(C1=CC=CC=C1)C(C)(C)C.ClC=1C=CC(=NC1)C1=CN=C(O1)NC=1C=CC(=NC1)C(=NO)N 5-((5-(5-chloropyridin-2-yl)oxazol-2-yl)amino)-N'-hydroxypyridineformamidine Methyl-3-(6-(((tert-butyldiphenylsilyl)oxy)methyl)quinolin-2-yl)cyclopentane-1-carboxylate